C1(CCCC1)P(CC)CC cyclopentyl-diethylphosphine